ClC1=C(OC=2C(=CC=C3C[C@H](C(N(C23)C)=O)NC(=O)N)C)C=C(C=C1)F ((3R)-8-(2-chloro-5-fluorophenoxy)-1,7-dimethyl-2-oxo-1,2,3,4-tetrahydroquinolin-3-yl)urea